2-(4-((2S,5R)-4-(1-(6-cyclopropylpyridin-3-yl)ethyl)-2,5-diethylpiperazin-1-yl)-1-methyl-2-oxo-1,2-dihydropyrazolo[1,5-a][1,3,5]triazin-7-yl)acetonitrile C1(CC1)C1=CC=C(C=N1)C(C)N1C[C@@H](N(C[C@H]1CC)C1=NC(N(C=2N1N=C(C2)CC#N)C)=O)CC